Cyclopentadienyl-methylphenylsilane benzyl-4-(4-(4,4,5,5-tetramethyl-1,3,2-dioxaborolan-2-yl)phenyl)piperidine-1-carboxylate C(C1=CC=CC=C1)OC(=O)N1CCC(CC1)C1=CC=C(C=C1)B1OC(C(O1)(C)C)(C)C.C1(C=CC=C1)[SiH](C1=CC=CC=C1)C